N-(3-carbamoyl-4-fluorophenyl)-4-chloro-1-((4,4-difluorocyclohexyl)methyl)-3-(trifluoromethyl)-1H-pyrazole-5-carboxamide C(N)(=O)C=1C=C(C=CC1F)NC(=O)C1=C(C(=NN1CC1CCC(CC1)(F)F)C(F)(F)F)Cl